N-[4-(2-bromoethoxy)-2-(trifluoromethyl)phenyl]-N-methanesulfonylmethanesulfonamide BrCCOC1=CC(=C(C=C1)N(S(=O)(=O)C)S(=O)(=O)C)C(F)(F)F